tert-butyl 4-(4-(3'-chloro-2-methoxy-4'-(3-methyl-2-oxoimidazolidin-1-yl)-5-(trifluoromethyl)-[1,1'-biphenyl]-3-yl)pyridin-2-yl)piperazine-1-carboxylate ClC=1C=C(C=CC1N1C(N(CC1)C)=O)C1=C(C(=CC(=C1)C(F)(F)F)C1=CC(=NC=C1)N1CCN(CC1)C(=O)OC(C)(C)C)OC